C(ON1C(CCC1=O)=O)(O)=O (2,5-dioxopyrrolidin-1-yl) hydrogen carbonate